CC1CN(CC(C1)C)CCCC(=O)O 4-(3,5-dimethylpiperidin-1-yl)butyric acid